(acryloyloxy)ethyltrimethyl-ammonium chloride [Cl-].C(C=C)(=O)OCC[N+](C)(C)C